4-(8-Azidooctyl)-N,N-dipropylbenzenesulfonamide N(=[N+]=[N-])CCCCCCCCC1=CC=C(C=C1)S(=O)(=O)N(CCC)CCC